BrC=1C(O[C@H](C1OC)C)=O (S)-3-bromo-4-methoxy-5-methylfuran-2(5H)-one